N1=CC=C(C=C1)C1=CC=NC=C1.[NH4+] ammonium 4,4'-bipyridine